CC1=C(C(=NO1)C=1C=NC(=CC1)C)COC=1N=CC(=NC1)C(=O)O 5-((5-methyl-3-(6-methyl-3-pyridyl)isoxazol-4-yl)methoxy)pyrazine-2-carboxylic acid